ClC1=CC=C(C=C1)C(C(=O)N1CCN(CC1)C=1C2=C(N=CN1)[C@@H](C[C@H]2C)O)CNCC 2-(4-chlorophenyl)-3-(ethylamino)-1-(4-((5R,7R)-7-hydroxy-5-methyl-6,7-dihydro-5H-cyclopenta[d]pyrimidin-4-yl)piperazin-1-yl)propan-1-one